8-(3-iodophenyl)-2,6-diphenylimidazo[1,2-a]pyridine IC=1C=C(C=CC1)C=1C=2N(C=C(C1)C1=CC=CC=C1)C=C(N2)C2=CC=CC=C2